CC(CC)OC(CC)C mono(methyl-propyl) ether